C(C)OC1CC(C1)C(=O)O (1s,3s)-3-ethoxycyclobutane-1-carboxylic acid